ClC=1C=NC(=NC1)C12CCC(CC2C1)OC[C@@H]1N([C@@H](C[C@@H]1N(C(C(F)(F)F)=O)CC1=CC=C(C=C1)OC)C)C(=O)OC methyl (2R,3S,5R)-2-(((6-(5-chloropyrimidin-2-yl)bicyclo[4.1.0]heptan-3-yl)oxy)methyl)-5-methyl-3-(2,2,2-trifluoro-N-(4-methoxybenzyl)acetamido)pyrrolidine-1-carboxylate